methyl (R)-4-(2-((S)-1,2-difluoroethyl)-3-fluorophenyl)-2-(fluoromethyl)-5-oxo-1,4,5,7-tetrahydrofurano[3,4-b]pyridine-3-carboxylate F[C@H](CF)C1=C(C=CC=C1F)[C@@H]1C2=C(NC(=C1C(=O)OC)CF)COC2=O